(2-(aminomethyl)-2-(chloromethyl)azetidin-1-yl)(4-((3-(1-(2,2-difluoroethyl)-3-(trifluoromethyl)-1H-pyrazol-4-yl)imidazo[1,2-a]pyrazin-8-yl)amino)-2-ethylphenyl)methanone formate C(=O)O.NCC1(N(CC1)C(=O)C1=C(C=C(C=C1)NC=1C=2N(C=CN1)C(=CN2)C=2C(=NN(C2)CC(F)F)C(F)(F)F)CC)CCl